FC=1C=2N(C=C(C1)NC(=O)C1=CC=C(C3=CN(N=C13)C)N1[C@@H](CNCC1)C)C=C(N2)C N-{8-fluoro-2-methylimidazo[1,2-a]pyridin-6-yl}-2-methyl-4-[(2R)-2-methylpiperazin-1-yl]indazole-7-carboxamide